7-(3-(2,3-dihydrobenzo[b][1,4]dioxin-6-yl)-2-methylphenyl)imidazo[1,2-a]pyridin O1C2=C(OCC1)C=C(C=C2)C=2C(=C(C=CC2)C2=CC=1N(C=C2)C=CN1)C